CC=1C(=NC=C(C1)NC1=C(C=C(C=C1)[Si](C)(C)C)F)CC1=C(C(=NC=C1)NCC1=C(C=C(C=C1)OC)OC)F methyl-2-[[2-[(2,4-dimethoxyphenyl)methylamino]-3-fluoropyridin-4-yl]methyl]-5-(2-fluoro-4-trimethylsilylanilino)pyridine